2-(4-Nitro-phenyl)-3H-benzimidazole-5-carboxylic acid phenylamide C1(=CC=CC=C1)NC(=O)C1=CC2=C(N=C(N2)C2=CC=C(C=C2)[N+](=O)[O-])C=C1